C(C(=C)C)(=O)OC(C(O)CO)(CCC)[Si](O[Si](C)(C)C)(O[Si](C)(C)C)O[Si](C)(C)C tris(trimethylsiloxy)silyl-propyl-glycerol methacrylate